N-(3-(dimethylamino)propyl)-2-(8-hydroxyquinolin-6-yl)thiazole-5-carboxamide CN(CCCNC(=O)C1=CN=C(S1)C=1C=C2C=CC=NC2=C(C1)O)C